N1C[C@@H](CCC1)C1=NN(C=C1)C1=NC=2N(C(=C1)N1CCOCC1)N=C(C2)C2=CC=NC=C2 |r| racemic-4-(5-(3-(piperidin-3-yl)-1H-pyrazol-1-yl)-2-(pyridin-4-yl)pyrazolo[1,5-a]pyrimidin-7-yl)morpholine